C1=CC=C(C(=C1)N=C(N)NN=C(N)N)F 1-(2-fluorophenyl)biguanidine